N1-cyclopropyl-3,5-difluoro-4-iodobenzene-1,2-diamine C1(CC1)NC=1C(=C(C(=C(C1)F)I)F)N